(Z)-1-(2-fluoro-4-(5-(4-(trifluoromethoxy)phenyl)-1,2,4-oxadiazol-3-yl)phenyl)-3-(3-(2-(methoxymethyl)-5-methylphenyl)-4-oxothiazolidin-2-ylidene)urea FC1=C(C=CC(=C1)C1=NOC(=N1)C1=CC=C(C=C1)OC(F)(F)F)NC(=O)\N=C\1/SCC(N1C1=C(C=CC(=C1)C)COC)=O